C1(=CC=CC=C1)[O-].[Na+].OC1=CC=C(C=C1)C(C)(C)C1=CC=C(C=C1)O bisphenol a sodium phenolate